(E)-tert-butyl (4-((4-carbamoyl-2-(3-methoxypropoxy)-6-nitrophenyl)amino)but-2-en-1-yl)carbamate C(N)(=O)C1=CC(=C(C(=C1)[N+](=O)[O-])NC/C=C/CNC(OC(C)(C)C)=O)OCCCOC